O=C1NC(CCC1N1C(C2=C(C=C(C=C2C1)CN1CCN(CC1)C1=C(C=C(C=C1)NC(C1=CC(=C(C=C1)C)C#CC1=CN=C2N1N=CC=C2)=O)C(F)(F)F)F)=O)=O N-(4-(4-((2-(2,6-dioxopiperidin-3-yl)-7-fluoro-1-oxoisoindolin-5-yl)methyl)piperazin-1-yl)-3-(trifluoromethyl)phenyl)-3-(imidazo[1,2-b]pyridazin-3-ylethynyl)-4-methylbenzamide